1-(4-(3-((6-(trifluoromethyl)pyridin-3-yl)oxy)pyrazin-2-yl)-3,6-dihydropyridin-1(2H)-yl)prop-2-en-1-one FC(C1=CC=C(C=N1)OC=1C(=NC=CN1)C=1CCN(CC1)C(C=C)=O)(F)F